2-(2-((tert-butyldimethylsilyl)oxy)phenyl)-2-methylpropanenitrile [Si](C)(C)(C(C)(C)C)OC1=C(C=CC=C1)C(C#N)(C)C